OC1=C(CN(C2=CC=CC=C12)C1=CC=CC=C1)C(C(F)(F)F)=O 4-hydroxy-1-phenyl-3-(2,2,2-trifluoroethan-1-one-1-yl)quinoline